octyl phosphate P(=O)(OCCCCCCCC)([O-])[O-]